C(CCCC)OC(=O)NC1=CC=C(C(=O)O)C=C1 4-{[(pentyloxy)carbonyl]amino}benzoic acid